8-fluoro-1-(methylamino)-1,2,4,5-tetrahydropyrano[3,4-c]isoquinolin-6-one FC=1C=CC=2C3=C(NC(C2C1)=O)COCC3NC